8-methoxy-2,2-dimethyl-7-[3-(pyrrolidin-1-yl)propoxy]-1H,2H,3H-cyclopenta[c]quinolin-4-amine formate C(=O)O.COC1=CC=2C3=C(C(=NC2C=C1OCCCN1CCCC1)N)CC(C3)(C)C